rac-(1S*,2S*)-N-(6-(((6-cyclopropyl-8-(3-methyl-2,4-dioxoimidazolidin-1-yl)imidazo[1,2-a]pyrazin-2-yl)methyl)amino)pyrimidin-4-yl)-2-(4-methylpyrimidin-2-yl)cyclopropane-1-carboxamide C1(CC1)C=1N=C(C=2N(C1)C=C(N2)CNC2=CC(=NC=N2)NC(=O)[C@@H]2[C@H](C2)C2=NC=CC(=N2)C)N2C(N(C(C2)=O)C)=O |r|